1-(2-((tert-butyldimethylsilyl)oxy)ethyl)-3-methyl-1H-pyrrole [Si](C)(C)(C(C)(C)C)OCCN1C=C(C=C1)C